SC(C=O)C mercaptopropanal